C(C)OC(CC(=O)NC1=NC=CC(=C1)OC)=O.CN(C(C(CC)(C)C)=O)CC1=CC=NC=C1 N,2,2-trimethyl-N-(pyridin-4-ylmethyl)butanamide ethyl-3-((4-methoxypyridin-2-yl)amino)-3-oxopropanoate